C(#N)C1=CC=C(CCN[C@H](C(=O)NC2=NC=C(C=C2)N2CCC(CC2)(C)C)C2=CC=CC=C2)C=C1 |r| (S)- and (R)-2-((4-cyanophenethyl)amino)-N-(5-(4,4-dimethylpiperidin-1-yl)pyridin-2-yl)-2-phenylacetamide